FC=1C=C(C=CC1OC)[SH2](=O)C=N (3-fluoro-4-methoxyphenyl)(imino)methyl-λ6-sulfanone